4-(5-cyclopropyl-6-nitrothiazolo[4,5-b]pyridin-2-yl)morpholine C1(CC1)C1=C(C=C2C(=N1)N=C(S2)N2CCOCC2)[N+](=O)[O-]